8-cyclopentyl-2-(methylthio)-7-oxo-7,8-dihydropyrido[2,3-d]pyrimidine-6-carbonitrile C1(CCCC1)N1C(C(=CC2=C1N=C(N=C2)SC)C#N)=O